C1(CC1)C=1SC(=CN1)C=1C=C(C=CC1)N(C(=O)[C@@H]1CC[C@H](CC1)C(=O)O)CC12CCC(CC1)(CC2)C2=CC(=C(C=C2)OC)C trans-4-((3-(2-Cyclopropylthiazol-5-yl)phenyl)((4-(4-methoxy-3-methylphenyl)bicyclo[2.2.2]octan-1-yl)methyl)carbamoyl)cyclohexanecarboxylic acid